2-(thiobenzoylthio)propionic anhydride C(C1=CC=CC=C1)(=S)SC(C(=O)OC(C(C)SC(C1=CC=CC=C1)=S)=O)C